methyl 4-(7-octenoxy)-3,5-dihydroxybenzoate C(CCCCCC=C)OC1=C(C=C(C(=O)OC)C=C1O)O